C(C)(C)(C)C1=C(C(=CC(=C1)C(N1CCCCC1)C1=CC=C(C=C1)C)C(C)(C)C)O 2,6-di-t-butyl-4-[(4-methylphenyl)-1-piperidylmethyl]phenol